ClC=1C(=C(CN2CCC(CC2)(C(=O)O)CC2=NC(=CC(=C2F)C(F)(F)F)NC2=NNC(=C2)C)C=CC1)F 1-(3-chloro-2-fluorobenzyl)-4-((3-fluoro-6-((5-methyl-1H-pyrazol-3-yl)amino)-4-(trifluoromethyl)pyridin-2-yl)methyl)piperidine-4-carboxylic acid